(R)-8-(4-(3-cyanophenyl)pyridin-2-yl)-9-oxooctahydro-2H-pyrazino[1,2-a]pyrazine-2-carbonitrile C(#N)C=1C=C(C=CC1)C1=CC(=NC=C1)N1C([C@@H]2N(CCN(C2)C#N)CC1)=O